OCCCC1C(CCCCCCCCCC1)=O 2-(3-hydroxypropyl)-cyclododecanone